CC1(CC1)NC(OC1CC(C1)C=1C=NC(=NC1)NC1=C(C=C(C=C1)S(NC(C)C)(=O)=O)F)=O (1s,3s)-3-(2-((2-fluoro-4-(N-isopropylsulfamoyl)phenyl)amino)pyrimidin-5-yl)cyclobutyl (1-methylcyclopropyl)carbamate